3-oxo-6-[4-(trifluoromethyl)phenyl]-2-(1-{[2-(trimethylsilyl)ethoxy]methyl}-1H-pyrazol-4-yl)-2,3-dihydropyridazine-4-carboxylic acid ethyl ester C(C)OC(=O)C=1C(N(N=C(C1)C1=CC=C(C=C1)C(F)(F)F)C=1C=NN(C1)COCC[Si](C)(C)C)=O